ethyl 4-[(tert-butoxycarbonyl) amino]-3-oxobutanoate C(C)(C)(C)OC(=O)NCC(CC(=O)OCC)=O